ClC1=CC=C(C=C1)C1=CC2=C(N=C(O2)C=2SC=CC2)C=C1 6-(4-chloro-phenyl)-2-(thiophene-2-yl)-benzooxazole